NC1=NC=NN2C1=C(C=C2C=2C=C(C(=NC2)OC)C(=O)N[C@@H]2CN(C[C@@H]2F)C(=O)OCC(C)(C)C)CN2CCC(CC2)(F)F 2,2-dimethylpropyl (3R,4S)-3-(5-{4-amino-5-[(4,4-difluoropiperidin-1-yl)methyl]pyrrolo[2,1-f][1,2,4]triazin-7-yl}-2-methoxypyridine-3-amido)-4-fluoropyrrolidine-1-carboxylate